ClC=1C=C(C=CC1)[C@@H](CO)NC(=O)NC=1C=NN(C1)C1=NC(=NC=C1)NC1=CC=C(C=C1)N1CCN(CC1)C (S)-1-(1-(3-chlorophenyl)-2-hydroxy-ethyl)-3-(1-(2-((4-(4-methyl-piperazin-1-yl)-phenyl)amino)pyrimidin-4-yl)-1H-pyrazol-4-yl)urea